C(CCCCC(=O)[O-])(=O)OCCC propyl hexanedioate